ClC1=CC=C(C(=N1)C(=O)NOC)O[C@H](C)C=1C=C(C=C2C(C(=C(OC12)C=1C=NC=C(C1)F)C)=O)C 6-Chloro-3-[(1R)-1-[2-(5-fluoro-3-pyridyl)-3,6-dimethyl-4-oxo-chromen-8-yl]ethoxy]-N-methoxy-pyridine-2-carboxamide